tert-butyl (4-(((5-(trifluoromethyl)pyridin-2-yl)methyl)carbamoyl)bicyclo[2.2.2]octan-1-yl)carbamate FC(C=1C=CC(=NC1)CNC(=O)C12CCC(CC1)(CC2)NC(OC(C)(C)C)=O)(F)F